(4R)-4-hydroxytetrahydrofuran-2-one O[C@@H]1CC(OC1)=O